O1[C@H](COCC1)COC1=C(C=CC=C1)C1CCN(CC1)[C@H]1CC2(CN(C2)C=2OC=NN2)CC1 2-((R)-6-(4-(2-(((R)-1,4-dioxan-2-yl)methoxy)phenyl)piperidin-1-yl)-2-azaspiro[3.4]octan-2-yl)-1,3,4-oxadiazole